CC=1C(=C(C=C(C1)C(F)(F)F)O)C=1C=CC=2C(N1)=NN(C2)[C@H]2C[C@H](CC2)O 3-methyl-2-[2-[(1R,3S)-3-hydroxycyclopentyl]pyrazolo[3,4-b]pyridin-6-yl]-5-(trifluoromethyl)phenol